1-(cyclobutanecarbonyl)-N-((7-(5-(difluoromethyl)-1,3,4-oxadiazol-2-yl)imidazo[1,2-a]pyridin-2-yl)methyl)-N-(3-fluorophenyl)piperidine-4-carboxamide C1(CCC1)C(=O)N1CCC(CC1)C(=O)N(C1=CC(=CC=C1)F)CC=1N=C2N(C=CC(=C2)C=2OC(=NN2)C(F)F)C1